(1S,2R)-2-(((7-Chloro-2-(4'-fluoro-2'-(4-methyl-4H-1,2,4-triazol-3-yl)-[1,1'-biphenyl]-3-yl)benzo[d]oxazol-5-yl)methyl)(methyl)amino)cyclopentan-1-ol ClC1=CC(=CC=2N=C(OC21)C=2C=C(C=CC2)C2=C(C=C(C=C2)F)C2=NN=CN2C)CN([C@H]2[C@H](CCC2)O)C